C1(C=CC=C1)[Ti](C1=C(C(=CC=C1F)N(C(C(CCC)(C)C)=O)CCOCCOCCCC)F)(C1=C(C(=CC=C1F)N(C(C(CCC)(C)C)=O)CCOCCOCCCC)F)C1C=CC=C1 bis(cyclopentadienyl)bis[2,6-difluoro-3-(N-(3,6-dioxadecyl)-2,2-dimethylpentanamido)phenyl]titanium